C(C)(C)[Si](OCC1=NC=CC(=C1)C=O)(C(C)C)C(C)C 2-(triisopropylsiloxymethyl)pyridine-4-carbaldehyde